C(C)OC(=O)C=1C=NC2=CC=C(C=C2C1Cl)OC1CCN(CC1)C(=O)OCC1C2=CC=CC=C2C=2C=CC=CC12 4-chloro-6-[[1-(9H-fluoren-9-ylmethoxycarbonyl)-4-piperidinyl]oxy]quinoline-3-carboxylic acid ethyl ester